C1(=CC=CC=C1)C1=NN2C(N=CC(=C2)NC(=O)NCC2=CC=NC=C2)=C1 N-(2-phenylpyrazolo[1,5-a]pyrimidin-6-yl)-N'-[(pyridin-4-yl)methyl]urea